NC1=C(C(=C(C=C1)C=1C(=C2C(=NC1)NC[C@@]21C[C@@H](CC1)C(=O)O)Cl)F)C(N(C)C)=O (1S,3R)-5'-(4-Amino-3-(dimethylcarbamoyl)-2-fluorophenyl)-4'-chloro-1',2'-dihydrospiro[cyclopentane-1,3'-pyrrolo[2,3-b]pyridine]-3-carboxylic acid